C1CCC2=C(C=3CCCC3C=C12)NC(=O)N=[S@@](=O)(N)C1=CC=C(C=C1)CNC (S)-N'-((1,2,3,5,6,7-hexahydro-s-indacen-4-yl)carbamoyl)-4-((methyl-amino)methyl)benzene-sulfonimidamide